C(C)OC(CC(=O)C1CN(C1)C1=C(C=C2C(C(=CN(C2=N1)C=1SC=CN1)C(=O)O)=O)F)=O 7-[3-(3-ethoxy-3-oxopropionyl)azetidin-1-yl]-6-fluoro-4-oxo-1-(1,3-thiazol-2-yl)-1,4-dihydro-1,8-naphthyridine-3-carboxylic acid